lysine N[C@@H](CCCCN)C(=O)O